tert-butyl 2-[(3R)-3-[(dimethylamino)methyl]piperazin-1-yl]-5H,6H,7H,8H-pyrido[4,3-d]pyrimidine-6-carboxylate CN(C)C[C@@H]1CN(CCN1)C=1N=CC2=C(N1)CCN(C2)C(=O)OC(C)(C)C